1-methyl-2-phenyl-1H-benzo[g]indazol-3,4,5(2H)-trione CN1N(C(C=2C(C(C3=C(C12)C=CC=C3)=O)=O)=O)C3=CC=CC=C3